methyl 6-chloro-5-ethyl-1-(oxetan-3-yl)-1H-pyrrolo[2,3-b]pyridine-4-carboxylate ClC=1C(=C(C2=C(N1)N(C=C2)C2COC2)C(=O)OC)CC